BrC1=C(C=CC=C1OC)C1=C(C=CC=2N(N=NC21)C(C)C)C(=O)N (2-bromo-3-methoxyphenyl)-1-isopropyl-1,2,3-benzotriazole-5-carboxamide